NC=1C=2N(C(=C(N1)C1=C(C#N)C=CC=C1)Br)N=C(N2)CC2=NC=CC=C2 (8-amino-5-bromo-2-(pyridin-2-ylmethyl)-[1,2,4]triazolo[1,5-a]pyrazin-6-yl)benzonitrile